FC(C1=C(C=CC=C1)NC(C1=C(C=C(C(=C1)F)N1N=C2COCCCN2C1=O)O[C@H](C(F)(F)F)C)=O)F N-[2-(difluoromethyl)phenyl]-5-fluoro-4-(3-oxo-6,7-dihydro-3H,5H-[1,2,4]triazolo[3,4-c][1,4]oxazepin-2(9H)-yl)-2-{[(2S)-1,1,1-trifluoropropan-2-yl]oxy}benzamide